tert-butyl-(2,5-dioxo-1-(4-(trifluoromethyl) phenethyl) pyrrolidin-3-yl) carbamate C(N)(OC1(C(N(C(C1)=O)CCC1=CC=C(C=C1)C(F)(F)F)=O)C(C)(C)C)=O